N-(2-(2-hydroxyethoxy)-ethyl)-1-methyl-2-((7-(trifluoromethyl)benzo-[d]oxazol-2-yl)amino)-1H-benzo[d]imidazole-5-carboxamide OCCOCCNC(=O)C1=CC2=C(N(C(=N2)NC=2OC3=C(N2)C=CC=C3C(F)(F)F)C)C=C1